C1(CCC1)C=1C(=NN(C1NC(=O)C1CC(C1)(F)F)C)C1=CN=C(S1)C(F)(F)F N-(4-cyclobutyl-1-methyl-3-(2-(trifluoromethyl)thiazol-5-yl)-1H-pyrazol-5-yl)-3,3-difluorocyclobutane-1-carboxamide